COC(=O)[C@H]1N(C[C@H](C1)N(C(C(C)(C)C)=O)C1CCC(CC1)(C)C)C(=O)[C@@H]1CN(C[C@H]1C1=CC=C(C=C1)Cl)C(C)(C)C (2S,4S)-1-((3S,4R)-1-(tert-butyl)-4-(4-chlorophenyl)pyrrolidine-3-carbonyl)-4-(N-(4,4-dimethylcyclohexyl)trimethyl-acetamido)pyrrolidine-2-carboxylic acid methyl ester